rac-tert-butyl 4-(((3S,4R)-4-(4-cyanophenyl) pyrrolidin-3-yl) methyl)-5,7-dimethyl-1H-indole-1-carboxylate C(#N)C1=CC=C(C=C1)[C@H]1[C@@H](CNC1)CC1=C2C=CN(C2=C(C=C1C)C)C(=O)OC(C)(C)C |r|